(3R,6S)-3-hydroxy-6-methyl-octanoic acid O[C@@H](CC(=O)O)CC[C@H](CC)C